1-methyl-pyrazole hydrochloride Cl.CN1N=CC=C1